(4-(4,4,5,5-tetramethyl-1,3,2-dioxaborolan-2-yl)benzyl)carbamic acid tert-butyl ester C(C)(C)(C)OC(NCC1=CC=C(C=C1)B1OC(C(O1)(C)C)(C)C)=O